Tetramethyl-phosphonium fluoride [F-].C[P+](C)(C)C